1-(5-(5-((6,8-Dimethoxy-4-oxo-3,4-dihydrophthalazin-1-yl)methyl)-2-fluorophenyl)-1H-benzoimidazol-2-yl)-3-ethylurea COC=1C=C2C(NN=C(C2=C(C1)OC)CC=1C=CC(=C(C1)C1=CC2=C(NC(=N2)NC(=O)NCC)C=C1)F)=O